(S)-(1-(3,5-dichloro-4-ethoxybenzyl)pyrrolidin-3-yl)methanamine hydrochloride Cl.ClC=1C=C(CN2C[C@@H](CC2)CN)C=C(C1OCC)Cl